1,3-bis(1,1-dimethyl-2-phenylethyl)imidazolium chloride [Cl-].CC(CC1=CC=CC=C1)(C)N1C=[N+](C=C1)C(CC1=CC=CC=C1)(C)C